C(C1=CC=CC=C1)C1=NN(C(=C1)C1=CC2=C(N=C(S2)NC(=O)C2CCCCC2)C=C1)CC1=CC=C(C(=O)NO)C=C1 4-{[3-benzyl-5-(2-(cyclohexanecarboxamido)benzo[d]thiazol-6-yl)-1H-pyrazol-1-yl]methyl}-N-hydroxybenzamide